6-chloro-N-(5-chloro-1-cyclopropyl-1H-pyrazol-4-yl)-7-(6-methyloctahydro-1H-pyrrolo[2,3-c]pyridin-1-yl)quinazolin-2-amine ClC=1C=C2C=NC(=NC2=CC1N1CCC2C1CN(CC2)C)NC=2C=NN(C2Cl)C2CC2